(R)-2-((S)-2-((tert-Butoxycarbonyl)(methyl)amino)-N,4-dimethylvaleramido)-4-phenylbutyric acid C(C)(C)(C)OC(=O)N([C@H](C(=O)N(C)[C@@H](C(=O)O)CCC1=CC=CC=C1)CC(C)C)C